BrC1=NO[C@@H](C1)C=1C=C(C=CC1NC1CCCCC1)S(=O)(=O)NC 3-[(5S)-3-bromo-4,5-dihydroisoxazol-5-yl]-4-(cyclohexylamino)-N-methyl-benzenesulfonamide